FC1=C(C=NN1C)NC1CN(CCC1)C(=O)OC(C)(C)C Tert-butyl 3-[(5-fluoro-1-methyl-1H-pyrazol-4-yl)amino]piperidine-1-carboxylate